CN(C1=CC=C2C=C(C(NC2=C1)=O)C(=O)O)C 7-dimethylamino-2-oxo-1,2-dihydroquinoline-3-carboxylic acid